Cl.FC1=C(C=CC(=C1)C1CNCC1)C=1N=C2SC3=C(N2C1)C=C(C(=C3)C(=O)N)OC 2-(2-fluoro-4-(pyrrolidin-3-yl)phenyl)-6-methoxybenzo[d]imidazo[2,1-b]thiazole-7-carboxamide hydrochloride